COC1=CC(=CC2=C1C(=NO2)N)OC=2SC=CN2 4-methoxy-6-(thiazole-2-oxy)benzo[d]isoxazole-3-amine